The molecule is a hydroxydocosahexaenoic acid that consists of 4Z,7Z,11E,13Z,16Z,19Z-docosahexaenoic acid bearing an additional 10-hydroxy substituent. It has a role as a metabolite. CC/C=C\\C/C=C\\C/C=C\\C=C\\C(C/C=C\\C/C=C\\CCC(=O)O)O